ACETYLOXYACETALDEHYDE C(C)(=O)OCC=O